C(C)(C)(C)OC(CN(C1(CN(CCN(C1)CC(=O)OC(C)(C)C)CC(OC(C)(C)C)=O)CCCCC(=O)O)CC(OC(C)(C)C)=O)=O 5-(6-(bis(2-(tert-butoxy)-2-oxoethyl)amino)-1,4-bis(2-(tert-butoxy)-2-oxoethyl)-1,4-diazacycloheptane-6-yl)pentanoic acid